(2S,3S)-2-(6-(benzyloxy)pyridin-2-yl)-5-chloro-6-fluoro-3-methyl-4-(4,4,5,5-tetramethyl-1,3,2-dioxaborolan-2-yl)-2,3-dihydrobenzofuran C(C1=CC=CC=C1)OC1=CC=CC(=N1)[C@H]1OC2=C([C@@H]1C)C(=C(C(=C2)F)Cl)B2OC(C(O2)(C)C)(C)C